N-(4-fluoro-2-(4-(methylamino)piperidin-1-yl)-5-(2-morpholinopyrimidin-5-yl)phenyl)-6-oxo-4-(trifluoromethyl)-1,6-dihydropyridine-3-carboxamide FC1=CC(=C(C=C1C=1C=NC(=NC1)N1CCOCC1)NC(=O)C1=CNC(C=C1C(F)(F)F)=O)N1CCC(CC1)NC